FC1=CC=C(C=C1)CC(=O)N (4-fluorophenyl)acetamide